NC=1C=C(CNC(=O)C=2N=C(SC2)C#C)C=CC1 N-(3-aminobenzyl)-2-acetylenyl-thiazole-4-carboxamide